Hexane-5-carboxylic acid tert-butyl ester C(C)(C)(C)OC(=O)C(CCCC)C